ClC1=CC=C(C=C1)C=1C=NC=CC1CN1CCN(CC1)CC=1C=C2C(N(C(C2=CC1)=O)C1C(NC(CC1)=O)=O)=O 5-((4-((3-(4-chlorophenyl)pyridin-4-yl)methyl)piperazin-1-yl)methyl)-2-(2,6-dioxopiperidine-3-yl)isoindoline-1,3-dione